CC(CN(C(CC)=O)C1=CC=C(C=C1)C)=C N-(2-methylallyl)-N-(p-tolyl)propanamide